tert-butyl N-[3-(7-bromo-6-fluoro-benzimidazol-1-yl)propyl]carbamate BrC1=C(C=CC2=C1N(C=N2)CCCNC(OC(C)(C)C)=O)F